N-[4-(2-phenyldiazen-1-yl)phenyl]-2-(4-{1H-pyrrolo[2,3-d]pyrimidin-4-yl}piperazin-1-yl)acetamide C1(=CC=CC=C1)N=NC1=CC=C(C=C1)NC(CN1CCN(CC1)C1=C2C(NC=N1)=NC=C2)=O